8-[4-[6-[8-(1,3-benzothiazol-2-ylcarbamoyl)-3,4-dihydro-1H-isoquinolin-2-yl]-2-tert-butoxycarbonyl-3-pyridyl]-3,5-dimethyl-pyrazol-1-yl]octanoic acid S1C(=NC2=C1C=CC=C2)NC(=O)C=2C=CC=C1CCN(CC21)C2=CC=C(C(=N2)C(=O)OC(C)(C)C)C=2C(=NN(C2C)CCCCCCCC(=O)O)C